[Cl-].OCCC[N+]1=CSC2=C1C=CC=C2 N-hydroxypropylbenzothiazolium chloride